NC=1N=C2C=C(C=NC2=C(C1)C)CC1=C(C#N)C=CC=C1 2-((6-amino-8-methyl-1,5-naphthyridin-3-yl)methyl)benzonitrile